O=C(C(=O)O)CCC(=O)O.N[C@@H](CCC(N)=O)C(=O)O Glutamine ketoglutarate